ClC=1C(=CC=C2N=CC(=NC12)C=1C=NN(C1)CC1CCN(CC1)C(C)=O)OC=1C=CC2=C(NC(=N2)C)C1 1-(4-((4-(8-chloro-7-((2-methyl-1H-benzo[d]imidazol-6-yl)oxy)quinoxalin-2-yl)-1H-pyrazol-1-yl)methyl)piperidin-1-yl)ethanone